(2S,4S)-1-((R)-2-(1-fluorocyclopropane-1-carboxamido)-3-mercapto-3-methylbutanoyl)-4-hydroxy-N-(4-(4-methylthiazol-5-yl)benzyl)pyrrolidine-2-carboxamide FC1(CC1)C(=O)N[C@H](C(=O)N1[C@@H](C[C@@H](C1)O)C(=O)NCC1=CC=C(C=C1)C1=C(N=CS1)C)C(C)(C)S